2-ethoxyethyl (S)-1-((4'-(1,1,1,3,3,3-hexafluoro-2-hydroxypropan-2-yl)-2-methyl-[1,1'-biphenyl]-4-yl)methyl)-4-(pyridin-4-ylmethyl)piperazine-2-carboxylate FC(C(C(F)(F)F)(O)C1=CC=C(C=C1)C1=C(C=C(C=C1)CN1[C@@H](CN(CC1)CC1=CC=NC=C1)C(=O)OCCOCC)C)(F)F